tert-butyl (2R,3S)-2-(((tert-butyldimethylsilyl)oxy)methyl)-3-hydroxyazetidine-1-carboxylate [Si](C)(C)(C(C)(C)C)OC[C@H]1N(C[C@@H]1O)C(=O)OC(C)(C)C